C1(CCCC1)C=1C(CCCC1)=O 2-cyclopentyl-2-cyclohexen-1-one